2-(3-methyl-5-{[(3R)-1-methylpiperidine-3-yl]amino}pyrido[2,3-d]pyridazin-8-yl)-5-(trifluoromethyl)phenol CC1=CC=2C(=C(N=NC2N[C@H]2CN(CCC2)C)C2=C(C=C(C=C2)C(F)(F)F)O)N=C1